endo-5-norbornen-2,3-dicarbamide C12C(C(C(C=C1)C2)C(=O)N)C(=O)N